CON(C(=O)C1COC(CC1)C(F)(F)F)C N-methoxy-N-methyl-6-(trifluoromethyl)tetrahydro-2H-pyran-3-carboxamide